2-AMINO-2-METHYLBUT-3-YNOIC ACID NC(C(=O)O)(C#C)C